O\N=C(/N)\C=1C=C(SC1)CNC(=O)[C@H]1N(CC2(OCCO2)C1)C(CNC(C1=CC=C(C=C1)OC1=CC=CC=C1)=O)=O (S,Z)-N-((4-(N'-hydroxycarbamimidoyl)thiophen-2-yl)methyl)-7-(2-(4-phenoxybenzamido)acetyl)-1,4-dioxa-7-azaspiro[4.4]nonane-8-carboxamide